3,4,5,6-tetrachlorophthalimide ClC1=C2C(C(=O)NC2=O)=C(C(=C1Cl)Cl)Cl